C(C)(C)(C)OC(=O)\N=C(\N1CCN(CC1)C1=CC=C(C=C1)/C(=C(/CCCO)\C1=CC=CC=C1)/C1=CC=C(C=C1)O)/NC(OC(C)(C)C)=O tert-butyl ((E)-((tert-butoxycarbonyl)imino)(4-(4-((E)-5-hydroxy-1-(4-hydroxyphenyl)-2-phenylpent-1-en-1-yl)phenyl)piperazin-1-yl)methyl)carbamate